ClC=1C=CC(=NC1)NC(C(=O)OCC)=O Ethyl 2-((5-chloropyridin-2-yl)amino)-2-oxoacetate